(S)-tert-butyl 4-((3-chloro-2,4-difluorophenyl)(methyl)carbamoyl)-2-oxo-3-(4-(trifluoromethyl)isoxazolo[5,4-b]pyridin-6-yl)imidazolidine-1-carboxylate ClC=1C(=C(C=CC1F)N(C(=O)[C@H]1N(C(N(C1)C(=O)OC(C)(C)C)=O)C1=CC(=C2C(=N1)ON=C2)C(F)(F)F)C)F